tert-butyl (S)-2-(2-((4-hydroxytetrahydro-2H-pyran-4-yl)methyl)-6-(3-methyl-1H-pyrrolo[2,3-b]pyridin-5-yl)-1,2,3,4-tetrahydroisoquinolin-8-yl)pyrrolidine-1-carboxylate OC1(CCOCC1)CN1CC2=C(C=C(C=C2CC1)C=1C=C2C(=NC1)NC=C2C)[C@H]2N(CCC2)C(=O)OC(C)(C)C